COC1=CC=C(C=C1)C(OC[C@H]1[C@@H](C[C@@H](O1)N1C=2N=C(NC(C2N=C1)=O)NCC(C)C)O)(C1=CC=CC=C1)C1=CC=C(C=C1)OC 9-((2R,4R,5S)-5-((bis(4-methoxyphenyl)(phenyl)methoxy)methyl)-4-hydroxytetrahydrofuran-2-yl)-2-(isobutylamino)-1,9-dihydro-6H-purin-6-one